tert-butyl (3R)-3-(3-cyclohexylpropanoylamino)-4-[2-(4-hydroxyphenyl)ethylamino]-4-oxo-butanoate C1(CCCCC1)CCC(=O)N[C@H](CC(=O)OC(C)(C)C)C(=O)NCCC1=CC=C(C=C1)O